1-(2-aminopyridin-4-yl)-6-chloro-7-((1R,3R,5R)-3-(((3-chloro-6-methoxy-pyridin-2-yl)oxy)methyl)-2-azabicyclo[3.1.0]hexan-2-yl)-4-oxo-1,4-dihydro-quinoline-3-carboxylic acid NC1=NC=CC(=C1)N1C=C(C(C2=CC(=C(C=C12)N1[C@@H]2C[C@@H]2C[C@@H]1COC1=NC(=CC=C1Cl)OC)Cl)=O)C(=O)O